NC1=NC(=NC(=N1)O)S 2-amino-4-hydroxy-1,3,5-triazine-6-thiol